2-[7-[3-(2,4-dioxohexahydropyrimidin-1-yl)-1-methyl-indazol-6-yl]-4-azaspiro[2.5]octan-4-yl]acetic acid O=C1N(CCC(N1)=O)C1=NN(C2=CC(=CC=C12)C1CCN(C2(CC2)C1)CC(=O)O)C